NC1=C(C(=CC=C1)OC1CCN(CC1)C(=O)OCC1=CC=CC=C1)N[C@H]1CN(CCCC1)C(=O)OC(C)(C)C tert-butyl (R)-3-((2-amino-6-((1-((benzyloxy)-carbonyl)piperidin-4-yl)oxy)phenyl)amino)azepane-1-carboxylate